ClC1=C(C=CC(=C1)CNCCCOCCCNC1=NC2=C(C3=CN=CC=C13)C=CC(=C2)C(=O)OC)C2=CC=CC=C2 Methyl 5-((3-(3-(((2-chloro-[1,1'-biphenyl]-4-yl)methyl)amino)propoxy)propyl)amino)benzo[c][2,6]naphthyridine-8-carboxylate